C[C@@]12C(=CC[C@H]1[C@@H]1CC=C3C[C@H](CC[C@]3(C)[C@H]1CC2)O)O (3β)-androsta-5,16-diene-3,17-diol